C1=NC=CC2=C(C=CC=C12)[C@@H]1[C@H](C1)C=1C=2N(N=C(C1)C=1C(NC(NC1)=O)=O)C=CN2 5-(8-((1S,2S)-2-(isoquinolin-5-yl)cyclopropyl)imidazo[1,2-b]pyridazin-6-yl)pyrimidine-2,4(1H,3H)-dione